NC1(CCC2(C(=CC3=CC(=C(C=C23)OC)C)Br)CC1)C(=O)O 4-amino-2'-bromo-6'-methoxy-5'-methyl-spiro[cyclohexane-1,1'-indene]-4-carboxylic acid